6-bromo-8-fluoro-3,4-dihydroisoquinolin BrC=1C=C2CCN=CC2=C(C1)F